tert-butyl 3-hydroxy-3-(1,1,2,2,2-pentafluoroethyl)pyrrolidine-1-carboxylate OC1(CN(CC1)C(=O)OC(C)(C)C)C(C(F)(F)F)(F)F